5-[2-(pyridin-3-yl)ethylsulfonamido]-1,3-thiazole-4-carboxylic acid N1=CC(=CC=C1)CCS(=O)(=O)NC1=C(N=CS1)C(=O)O